COC=1C=C(C=C(C1)O)O 5-methoxybenzene-1,3-diol